(S)-N-(4-cyclopropylphenyl)-1-((3-methylpyridin-2-yl)methyl)piperidine-3-carboxamide C1(CC1)C1=CC=C(C=C1)NC(=O)[C@@H]1CN(CCC1)CC1=NC=CC=C1C